[Si](C)(C)(C(C)(C)C)OC[C@H]1[C@H]2CC[C@@H](CN1)N2 |r| (±)-rel-(1R,2R,5S)-2-(((tert-butyldimethylsilyl)oxy)methyl)-3,8-diazabicyclo[3.2.1]octane